5-(tetradecyloxy)-2-furancarboxylic acid C(CCCCCCCCCCCCC)OC1=CC=C(O1)C(=O)O